6'-bromospiro[cyclopropane-1,3'-indoline] BrC1=CC=C2C3(CNC2=C1)CC3